cyclohexane propiolate C(C#C)(=O)O.C1CCCCC1